(R)-3-[2-[3-[8-amino-5-[1-(2-hydroxy-2-methyl-propyl)pyrazol-4-yl]pyrido[3,4-d]pyrimidin-2-yl]phenyl]ethynyl]-3-hydroxy-1-methyl-pyrrolidin-2-one NC1=NC=C(C2=C1N=C(N=C2)C=2C=C(C=CC2)C#C[C@]2(C(N(CC2)C)=O)O)C=2C=NN(C2)CC(C)(C)O